CC1(C(C1OC(C(=C)C)=O)OC(C(=C)C)=O)OC(C(=C)C)=O methyl-tris(methacryloxy)cyclopropane